5-(difluoromethyl)-pyrazine-2-carboxylic acid FC(C=1N=CC(=NC1)C(=O)O)F